ClC1=NC=CC(=N1)C1=CC=CC(=N1)N1N=NC(=C1)[C@]1(C(N(CC1)C)=O)O (3R)-3-{1-[6-(2-chloropyrimidin-4-yl)pyridin-2-yl]-1,2,3-triazol-4-yl}-3-hydroxy-1-methylpyrrolidin-2-one